(4-Methyl-3-pentenyl)-3-cyclohexenecarbaldehyde CC(=CCCC1(CC=CCC1)C=O)C